(Difluoromethoxy)-5-(2,3-dimethylphenyl)-3-iodo-1-(4-methoxybenzyl)-1H-pyrazolo[4,3-b]pyridine FC(OC=1C=C2C(=NC1C1=C(C(=CC=C1)C)C)C(=NN2CC2=CC=C(C=C2)OC)I)F